5-fluoro-4-(6-methyl-1H-indole-3-yl)pyrimidine FC=1C(=NC=NC1)C1=CNC2=CC(=CC=C12)C